NC1=C2N=C(N(C2=NC=N1)CCCS(=O)(=O)NC(C)(C)C)SC1=CC2=C(OCO2)C=C1C=1SC=CN1 3-(6-amino-8-((6-(thiazol-2-yl)benzo[d][1,3]dioxol-5-yl)thio)-9H-purin-9-yl)-N-(tert-butyl)propane-1-sulfonamide